Tert-butyl 2-((2-hydroxyethoxy)methyl)morpholine-4-carboxylate OCCOCC1CN(CCO1)C(=O)OC(C)(C)C